CC1=CC=CC=C1COC(=O)C Ortho-Methyl Benzyl Acetate